1-methyl-3-pyridineCarboxylate CN1CC(=CC=C1)C(=O)[O-]